C(CCCCCCC)C(C(=O)OCCCCCCCN(CCNC(CCC(NCCN(CCCCCCCOC(C(CCCCCCCC)CCCCCCCC)=O)CCCCCCCOC(CCCCCCCCC)=O)=O)=O)CCCCCCCOC(CCCCCCCCC)=O)CCCCCCCC.FC(COC1=NN(C=C1)C(C)=O)F 1-(3-(2,2-difluoroethoxy)-1H-pyrazol-1-yl)ethanone 8,19-bis(7-(decanoyl-oxy)heptyl)-12,15-dioxo-8,11,16,19-tetraazahexacosane-1,26-diyl bis(2-oct-yldecanoate)